(S)-N1-(5-methyl-7-((1-methylpiperidin-4-yl)ethynyl)-4-oxo-2,3,4,5-tetrahydrobenzo[b][1,4]oxazepin-3-yl)-N2-phenethyloxalamide CN1C2=C(OC[C@@H](C1=O)NC(C(=O)NCCC1=CC=CC=C1)=O)C=CC(=C2)C#CC2CCN(CC2)C